2-(2-(2-oxa-5-azabicyclo[2.2.1]heptan-5-yl)ethyl)-6-amino-4-methyl-7,8-dihydro-4H-pyrazolo[1,5-a][1,3]diazepin-5(6H)-one hydrochloride Cl.C12OCC(N(C1)CCC1=NN3C(N(C(C(CC3)N)=O)C)=C1)C2